N-(2-fluoro-6-(trifluoromethyl)benzyl)-5-(1H-imidazol-1-yl)-1H-benzo[d]imidazole-7-carboxamide FC1=C(CNC(=O)C2=CC(=CC3=C2NC=N3)N3C=NC=C3)C(=CC=C1)C(F)(F)F